NC1(CCN(CC1)C1=NC(=C2C(=N1)NN=C2C2=C(C1=C(N(N=C1C=C2)C)Cl)Cl)C(=O)N)C2CC2 6-(4-amino-4-cyclopropylpiperidin-1-yl)-3-(3,4-dichloro-2-methyl-2H-indazol-5-yl)-1H-pyrazolo[3,4-d]pyrimidine-4-carboxamide